(R)-2-(4-((1,4-dioxan-2-yl)methoxy)-3-methoxyphenyl)-4,4,5,5-tetramethyl-1,3,2-dioxaborolan O1[C@H](COCC1)COC1=C(C=C(C=C1)B1OC(C(O1)(C)C)(C)C)OC